[5-(3-Methoxyphenyl)-1-[2-(propan-2-yloxy)phenyl]-1H-pyrazol-3-yl]methanol COC=1C=C(C=CC1)C1=CC(=NN1C1=C(C=CC=C1)OC(C)C)CO